CN(C)C=C1C(C2=NC(=C(C=C2O[C@@H]1C(C)C)OCCCOC)OC)=O |r| (RS)-3-((Dimethylamino)methylene)-2-isopropyl-6-methoxy-7-(3-methoxypropoxy)-2,3-dihydro-4H-pyrano[3,2-b]pyridin-4-one